(S)-5-(2-(3-(ethoxymethyl)-3-phenethylpyrrolidin-1-yl)propan-2-yl)-2-methylpyridine C(C)OC[C@@]1(CN(CC1)C(C)(C)C=1C=CC(=NC1)C)CCC1=CC=CC=C1